CC=1C=CC=2C(C3=CC=C(C=C3SC2C1)C)NC(=O)C1=CC(=C(NC1=O)C(F)(F)F)C1=NC=CC=C1 N-(3,6-dimethyl-9H-thioxanthen-9-yl)-6'-oxo-2'-(trifluoromethyl)-1',6'-dihydro-[2,3'-bipyridine]-5'-carboxamide